8-(4-chloro-2-fluoro-phenyl)-2,3-dimethyl-6-[(2R)-2-(1-methylpyrazol-4-yl)morpholin-4-yl]pyrido[3,4-d]pyrimidin-4-one ClC1=CC(=C(C=C1)C1=NC(=CC2=C1N=C(N(C2=O)C)C)N2C[C@H](OCC2)C=2C=NN(C2)C)F